BrC1=NC(=CC=C1OC(C)C=1C=2C3=C(N(C(C2C=C(C1)C)=O)C)N(N=C3)CC)Cl 9-(1-((2-bromo-6-chloropyridin-3-yl)oxy)ethyl)-3-ethyl-4,7-dimethyl-3,4-dihydro-5H-pyrazolo[3,4-c]isoquinolin-5-one